{8-(benzyloxy)-7-bromo-6-iodo-2-[(oxan-4-yl)oxy]quinazolin-4-yl}-2,5-diazabicyclo[2.2.1]heptane C(C1=CC=CC=C1)OC=1C(=C(C=C2C(=NC(=NC12)OC1CCOCC1)C12NCC(NC1)C2)I)Br